C(C=C)(=O)N1C[C@@H](N(CC1)C1=C(C(N2C3=C(C(=C(C=C13)Cl)C1=C(C=CC=C1O)F)OCC2)=O)C#N)C 7-((S)-4-acryloyl-2-methylpiperazin-1-yl)-9-chloro-10-(2-fluoro-6-hydroxyphenyl)-5-oxo-3,5-dihydro-2H-[1,4]oxazino[2,3,4-ij]quinoline-6-carbonitrile